C(C)OC(CCCCCCN1CCN(CC1)C1=CC=C(C=C1)NC1=NC=C2N=C(N(C2=N1)[C@@H]1CNCC1)NC1=CC=CC=C1)=O (S)-2-((4-(4-(7-ethoxy-7-oxoheptyl)-1-piperazinyl)phenyl)amino)-8-phenylamino-9-(3-pyrrolidinyl)-9H-purine